C[C@@H]1CNS(C2=C(O1)C=C(C=C2)OCCOCC2CN(CCO2)C(=O)OC(C)(C)C)(=O)=O Tert-butyl 2-((2-(((R)-4-methyl-1,1-dioxido-3,4-dihydro-2H-benzo[b][1,4,5]oxathiazepin-7-yl)oxy)ethoxy)methyl)morpholine-4-carboxylate